COC(C(C)N1C(CCC1)C(C)=O)=O 2-(2-Acetylpyrrolidin-1-yl)propionic acid methyl ester